O=C1N(CCC(N1)=O)N1C(C2=CC=C(C=C2C1=O)CN1CCN(CC1)C1=CC(=CC=C1)F)=O 2-(2,4-dioxotetrahydropyrimidin-1(2H)-yl)-5-((4-(3-fluorophenyl)piperazin-1-yl)methyl)isoindoline-1,3-dione